{1-[1-(5-cyano-1,3-thiazol-2-yl)-3-(methylsulfanyl)-1H-1,2,4-triazol-5-yl]ethyl}-3-(methylsulfonyl)-5-(trifluoromethoxy)benzamide C(#N)C1=CN=C(S1)N1N=C(N=C1C(C)C1=C(C(=O)N)C=C(C=C1S(=O)(=O)C)OC(F)(F)F)SC